FC1=C(C(=CC=C1CC(C)C)C=1N=NNN1)N1C[C@@H](N(CC1)CC=1N=NC=CC1)C 3-[[(2S)-4-[2-fluoro-3-isobutyl-6-(2H-tetrazol-5-yl)phenyl]-2-methyl-piperazin-1-yl]methyl]pyridazine